N1N=NN=C1C1=CC=C(C=C1)NC(CCCN1C(SC(C1=O)CC=1C=NC(=CC1)CCCC)=O)=O N-(4-(1H-tetrazol-5-yl)phenyl)-4-(5-((6-butylpyridin-3-yl)methyl)-2,4-dioxothiazolidin-3-yl)butanamide